4-[4-iodo-6-[2-(methylsulfanyl)ethoxy]pyridin-2-yl]morpholine IC1=CC(=NC(=C1)OCCSC)N1CCOCC1